FC1=C(NC=2C3=C(N=CN2)C=CC(=N3)N3[C@@H]2CN([C@H](C3)CC2)C(C=C)=O)C=CC(=C1F)OCC1(CC1)F 1-[(1S,4S)-5-[4-[2,3-difluoro-4-[(1-fluorocyclopropyl)methoxy]anilino]pyrido[3,2-d]pyrimidin-6-yl]-2,5-diazabicyclo[2.2.2]octan-2-yl]prop-2-en-1-one